Tert-butyl N-[4-[[4-[3-[1-(2,6-dioxo-3-piperidyl)-3-methyl-2-oxo-benzimidazol-5-yl]propyl] piperazin-1-yl]methyl]cyclohexyl]carbamate O=C1NC(CCC1N1C(N(C2=C1C=CC(=C2)CCCN2CCN(CC2)CC2CCC(CC2)NC(OC(C)(C)C)=O)C)=O)=O